1-(2,3-dimethylphenyl)-5-(trifluoromethyl)-N-(2-(trifluoromethyl)pyridin-4-yl)-1H-pyrazole-4-carboxamide CC1=C(C=CC=C1C)N1N=CC(=C1C(F)(F)F)C(=O)NC1=CC(=NC=C1)C(F)(F)F